ClC1=NC(=C(C(=N1)N1C[C@@H](N(CC1)C(=O)[O-])CF)[N+](=O)[O-])CC1(CCCC2=CC=CC=C12)C(=O)OC (2R)-4-(2-chloro-6-((1-(Methoxycarbonyl)-1,2,3,4-tetrahydronaphthalen-1-yl)methyl)-5-nitropyrimidin-4-yl)-2-(fluoromethyl)piperazine-1-carboxylate